bis(2,4-di-t-butylphenyl)-3-phenyl-phenylphosphite C(C)(C)(C)C1=C(C=CC(=C1)C(C)(C)C)C1=C(C(=C(C=C1)P([O-])([O-])[O-])C1=C(C=C(C=C1)C(C)(C)C)C(C)(C)C)C1=CC=CC=C1